Cl.C1(=CC(=CC=C1)OCCCCCCC1=CC=C(C=C1)NC(=O)N1CCNCC1)C N-(4-(6-(m-tolyloxy)hexyl)phenyl)piperazine-1-carboxamide hydrochloride